(R)-(1,3-dimethyl-azetidin-3-yl)-(4-isopropyl-phenyl)-(5-pyrrolidin-1-yl-pyridin-3-yl)-methanol CN1CC(C1)(C)[C@@](O)(C=1C=NC=C(C1)N1CCCC1)C1=CC=C(C=C1)C(C)C